CC1=CC=2N(N=C1C1CCN(CC1)S(=O)(=O)C=1C=NN3C1C=CC=C3)N=CN2 7-methyl-6-(1-(pyrazolo[1,5-a]pyridin-3-ylsulfonyl)piperidin-4-yl)-[1,2,4]triazolo[1,5-b]pyridazine